CC1(CCC(CC1)(OOC(C)(C)C)C)OOC(C)(C)C 2,5-dimethyl-2,5-bis(t-butylperoxy)cyclohexane